4-methyl-3-hexanone CC(C(CC)=O)CC